COC(=O)C1=CC2=C(N1)C=CS2.N2C[C@H](CC2)NS(=O)(=O)C N-[(3S)-pyrrolidin-3-yl]methanesulfonamide methyl-4H-thieno[3,2-b]pyrrole-5-carboxylate